CC(C)(C)C=1C=C(C=C(C1O)C(C)(C)C)C(C(=O)N)C 3,5-bis(1,1-dimethylethyl)-4-hydroxy-phenyl-propionamide